(R)-4-methyl-mandelic acid CC1=CC=C([C@H](C(=O)O)O)C=C1